C1=CC2=C(C=C1C(=O)O)C3=C(S2)C=CC(=C3)C(=O)O 2,8-dibenzothiophenedicarboxylic acid